[Si](C1=CC=CC=C1)(C1=CC=CC=C1)(C(C)(C)C)OCC[C@H](CCC)NC=1C2=C(N=C(N1)NC(=O)OC)C(=NN2CC2=C(C=C(C(=O)OC)C=C2)OC)C Methyl (S)-4-((7-((1-((tert-butyldiphenylsilyl)oxy)hexan-3-yl)amino)-5-((methoxycarbonyl)amino)-3-methyl-1H-pyrazolo[4,3-d]pyrimidin-1-yl)methyl)-3-methoxy-benzoate